C1(CC1)C1=NC=NC(=C1C1=NC=C(C(=N1)N(CC12C3C4C5(C3C1C5C24)C=2N(C=C(N2)C(F)(F)F)C)C)OC)OC 4'-cyclopropyl-5,6'-dimethoxy-N-methyl-N-((4-(1-methyl-4-(trifluoromethyl)-1H-imidazol-2-yl)cuban-1-yl)methyl)-[2,5'-bipyrimidine]-4-amine